BrC=1C=C(C=CC1)C1(C2=C(NC=3N=CC=CC13)CC(CC2)(C)C)C 5-(3-bromophenyl)-5,8,8-trimethyl-7,8,9,10-tetrahydrobenzo[b][1,8]naphthyridin